BrC1=CC=C(CN(C(CCCC)=O)C2(CCC(CC2)O)C(=O)OC)C=C1 (1R,4R)-Methyl 1-(N-(4-bromobenzyl)pentanamido)-4-hydroxycyclohexanecarboxylate